The molecule is a zwitterion obtained by transfer of a proton from the sulfonyl to the amino group of dopamine 3-O-sulfate; major species at pH 7.3. It has a role as a human blood serum metabolite and a human urinary metabolite. It is a tautomer of a dopamine 3-O-sulfate. C1=CC(=C(C=C1CC[NH3+])OS(=O)(=O)[O-])O